2-fluoro-6-[(4-aminobenzyl)amino]-9-(oxetan-2-yl)-9H-purine FC1=NC(=C2N=CN(C2=N1)C1OCC1)NCC1=CC=C(C=C1)N